3,5-difluoro-4-bromobenzenesulfonamide FC=1C=C(C=C(C1Br)F)S(=O)(=O)N